C(C)OC(=O)C=1C2=C(NC1C)\C(\CC2C2CC2)=C\2/C(NC1=CC=C(C=C21)F)=O (Z)-4-Cyclopropyl-6-(5-fluoro-2-oxoindole-3-ylidene)-2-methyl-1,4,5,6-tetrahydrocyclopenta[b]pyrrole-3-carboxylic acid ethyl ester